N-(6-methoxybenzo[d]thiazol-2-yl)-7-(3,3,3-trifluoro-2,2-dihydroxypropanamido)heptanamide COC1=CC2=C(N=C(S2)NC(CCCCCCNC(C(C(F)(F)F)(O)O)=O)=O)C=C1